4,4'-([2,2'-bipyridine]-5,5'-diyl)dibenzoaldehyde N1=C(C=CC(=C1)C1=CC=C(C=O)C=C1)C1=NC=C(C=C1)C1=CC=C(C=O)C=C1